C(#N)CC[C@@H](C1=CC=CC=C1)NC(=O)N1CC2=CC(=CC(=C2CC1)C1=CC=C(C=C1)C(F)(F)F)NC1CCCC1 (S)-N-(3-cyano-1-phenylpropyl)-7-(cyclopentylamino)-5-(4-(trifluoromethyl)phenyl)-3,4-dihydroisoquinoline-2(1H)-carboxamide